ClCC=1C(=NOC1C)C=1C=CC(=NC1)C 5-[4-(Chloromethyl)-5-methyl-1,2-oxazol-3-yl]-2-methylpyridine